5-methyl-N-(6-((4-morpholinopiperidin-1-yl)methyl)quinolin-2-yl)-1-(o-tolyl)-1H-1,2,3-triazole-4-carboxamide CC1=C(N=NN1C1=C(C=CC=C1)C)C(=O)NC1=NC2=CC=C(C=C2C=C1)CN1CCC(CC1)N1CCOCC1